C[C@H]1CNCCCN1S(=O)(=O)C2=CC=CC3=C2C(=CN=C3)C (S)-(+)-2-Methyl-1-[(4-methyl-5-isoquinolinyl)sulfonyl]homopiperazine